2-(1-methylethyl)-1-(2-propenyl)imidazolidine CC(C)C1N(CCN1)CC=C